ClC1=CC=C(C=C1)N1N=C(C=C1)OC1=CC(=C(C=C1C)N\C=N\[H])C (E)-N-(4-((1-(4-chlorophenyl)-1H-pyrazol-3-yl)oxy)-2,5-dimethylphenyl)formamidine